C(C)(C)N1N=C(C=2C1=NC(=NC2)C(=O)OC)C methyl 1-isopropyl-3-methylpyrazolo[3,4-d]pyrimidine-6-carboxylate